6-chloro-N4-(4-methoxycyclohexyl)pyridine-3,4-diamine ClC1=CC(=C(C=N1)N)NC1CCC(CC1)OC